tert-butyl N-[6-[(3R)-3-allyl-5-oxo-morpholin-4-yl]-2-[[[2-benzyloxy-2-(trifluoromethyl)hex-5-enoyl]amino]carbamoyl]-5-(trifluoromethyl)-3-pyridyl]carbamate C(C=C)[C@H]1N(C(COC1)=O)C1=C(C=C(C(=N1)C(NNC(C(CCC=C)(C(F)(F)F)OCC1=CC=CC=C1)=O)=O)NC(OC(C)(C)C)=O)C(F)(F)F